P(=O)(OC(C)(C)C)(OC(C)(C)C)OCN1C(C=CC(=C1C)N1CN(C2=CC=C(C=C2C1=O)C(F)(F)F)C1=C(C=C(C=C1)F)C)=O Di-tert-butyl ((5-(1-(4-fluoro-2-methylphenyl)-4-oxo-6-(trifluoromethyl)-1,4-dihydroquinazolin-3(2H)-yl)-6-methyl-2-oxopyridin-1(2H)-yl)methyl) phosphate